2-(4,4-Difluoroazepan-1-yl)-6-methyl-N-(2-sulfamoylpyridin-4-yl)nicotinamide FC1(CCN(CCC1)C1=C(C(=O)NC2=CC(=NC=C2)S(N)(=O)=O)C=CC(=N1)C)F